NCC1CCC(CC1)CN1CCN(CC1)C1=C(C=C(C=C1)NN1C(CCCC1=O)=O)F ((4-(4-(((1r,4r)-4-(aminomethyl)cyclohexyl)methyl)piperazin-1-yl)-3-fluorophenyl)amino)piperidine-2,6-dione